N-ethyl-2-thioxo-1,2-dihydropyridine-3-carboxamide C(C)NC(=O)C=1C(NC=CC1)=S